cerium-copper oxide [Cu]=O.[Ce]